(CIS)-2-(((3'-fluoro-2,3,4,5-tetrahydro-[1,1'-biphenyl]-4-yl)oxy)methyl)-3-(4-methyl-1-((2-(trimethylsilyl)ethoxy)methyl)-1H-pyrazol-3-yl)piperidine FC=1C=C(C=CC1)C=1CCC(CC1)OC[C@@H]1NCCC[C@@H]1C1=NN(C=C1C)COCC[Si](C)(C)C